5-[(2-fluoro-4-hydroxyphenyl)methylene]-2,2-dimethyl-1,3-dioxane-4,6-dione FC1=C(C=CC(=C1)O)C=C1C(OC(OC1=O)(C)C)=O